BrC1=C(C=CC=C1)[C@H]1[C@@H](C1)C(=O)OCC |r| rac-ethyl (1R,2R)-2-(2-bromophenyl)cyclopropane-1-carboxylate